ONC(/C=C/C1=C(C=CC=C1)N1CCC(CC1)NC(=O)C1CC2=CC=CC=C2C1)=O (E)-N-(1-(2-(3-(hydroxyamino)-3-oxoprop-1-en-1-yl)phenyl)piperidin-4-yl)-2,3-dihydro-1H-indene-2-carboxamide